N-((1r,4r)-4-(3-chloro-4-cyanophenoxy)cyclohexyl)-4-formylbenzamide ClC=1C=C(OC2CCC(CC2)NC(C2=CC=C(C=C2)C=O)=O)C=CC1C#N